BrC=1C=C2CC3(OCC2=C(C1)[C@H](CCC1OCCCO1)N[S@@](=O)C(C)(C)C)CC3 (S)-N-((S)-1-(6'-bromospiro[cyclopropane-1,3'-isochroman]-8'-yl)-3-(1,3-dioxan-2-yl)propyl)-2-methylpropane-2-sulfinamide